C(C)(C)OC=1C=C(C=CC1)NC(=O)C1=NOC(=N1)C1=CC(=CC=C1)[C@](C1=CC=C(C=C1)OC(F)(F)F)(O)C1(CN(C1)C)C 5-{3-[(S)-(1,3-Dimethyl-azetidin-3-yl)-hydroxy-(4-trifluoromethoxy-phenyl)-methyl]-phenyl}-[1,2,4]oxadiazole-3-carboxylic acid (3-isopropoxy-phenyl)-amide